BrC1=C(C=CC=C1N1C2=CC=C(C=C2C=2C=C(C=CC12)C(C)(C)C)C(C)(C)C)N(C1=CC=CC2=CC=CC=C12)C1=CC=CC=C1 N-(2-bromo-3-(3,6-di-tert-butyl-9H-carbazol-9-yl)phenyl)-N-phenylnaphthalen-1-amine